CN(C)\C=C/1\N(CC(C1=O)(C(F)(F)F)O[Si](CC)(CC)CC)C(=O)OC(C)(C)C tert-butyl (E)-2-((dimethylamino)methylene)-3-oxo-4-((triethylsilyl)oxy)-4-(trifluoromethyl)pyrrolidine-1-carboxylate